L-4,4'-di-tert-butyl-2,2'-bipyridine C(C)(C)(C)C1=CC(=NC=C1)C1=NC=CC(=C1)C(C)(C)C